N-[(3-chlorophenyl)methylene]-4-methylaniline ClC=1C=C(C=CC1)C=NC1=CC=C(C=C1)C